CS(=O)(=O)OCCC(COC)NC(=O)OCC1=CC=CC=C1 [3-(benzyloxycarbonylamino)-4-methoxy-butyl] methanesulfonate